NC(C(=O)O)=NC=1[C@H](OC(=C(C1)N)OC1[C@@H]([C@H](C([C@@H]([C@@H]1O)O)O)O)O)C 2-amino-2-[(2R,3S,5S,6R)-5-amino-2-methyl-6-[(2R,3S,5S,6S)-2,3,4,5,6-pentahydroxycyclohexyl]oxypyran-3-yl]iminoacetic acid